tert-butyl 4-(4-(4-chloro-3-cyclopropyl-1H-pyrrolo[2,3-b]pyridin-5-yl)pyridin-2-yl)-3-oxopiperazine-1-carboxylate ClC1=C2C(=NC=C1C1=CC(=NC=C1)N1C(CN(CC1)C(=O)OC(C)(C)C)=O)NC=C2C2CC2